CCCCCC[C@H](C)[C@H](CC(=O)O)O The molecule is a 3-hydroxy monocarboxylic acid that is 3-hydroxydecanoic acid substituted by a methyl group at position 4 (the 3S,4S stereoisomer). It is a 3-hydroxy monocarboxylic acid, a medium-chain fatty acid, a branched-chain fatty acid and a hydroxy fatty acid. It derives from a decanoic acid.